diisodecyl pimelate C(CCCCCC(=O)OCCCCCCCC(C)C)(=O)OCCCCCCCC(C)C